C(C)N(C1=NC(=CC=C1NC(C[C@@H](C)C1=CC=CC=C1)=O)NCC1=CC=C(C=C1)F)CC (R)-N-[2-Diethylamino-6-(4-fluoro-benzylamino)-pyridin-3-yl]-3-phenyl-butyramide